C1(CC1)C1=C(C(=O)OCC)C=C(C=C1)OCC ethyl 2-cyclopropyl-5-ethoxybenzoate